N1=C(C=CC2=CC=CC=C12)C(=O)NNC(=S)NC(C1=CC=CC=C1)=O N-(2-(quinoline-2-carbonyl)hydrazine-1-carbonothioyl)benzamide